CC1(CC1)C1=CC=2C(=C3N(C2C=C1)CCCCN1C3=CC=N1)C#N 12-(1-methylcyclopropyl)-5,6,7,8-tetrahydropyrazolo[5',1':3,4][1,4]diazocino[1,2-a]indole-14-carbonitrile